C12N(CC(NC1)CC2)S(=O)(=O)C2=C(C#N)C=CC=C2 2-((2,5-diazabicyclo[2.2.2]octan-2-yl)sulfonyl)benzonitrile